4-[7-bromo-2-chloro-8-fluoro-6-(trifluoromethyl)quinazolin-4-yl]morpholine BrC1=C(C=C2C(=NC(=NC2=C1F)Cl)N1CCOCC1)C(F)(F)F